C(C)(C)NC1=NC(=CC2=C1N=C(N=C2)N)C=C N8-isopropyl-6-vinylpyrido[3,4-d]pyrimidine-2,8-diamine